(S)-4-(1-((3-(difluoro-methyl)-1-methyl-1H-pyrazol-4-yl)sulfonyl)-1-fluoro-ethyl)-N-(2-methyl-pyridin-4-yl)piperidine-1-carboxamide FC(C1=NN(C=C1S(=O)(=O)[C@](C)(F)C1CCN(CC1)C(=O)NC1=CC(=NC=C1)C)C)F